C(C1=CC=CC=C1)OC1=C(C(=NC(=C1C)C)Cl)N1CCOCC1 4-(4-benzyloxy-2-chloro-5,6-dimethyl-3-pyridinyl)morpholine